2-(4-(6-((4-cyano-2-fluorobenzyl)oxy)pyridin-2-yl)-2,5-difluorobenzyl)-1-(2-methoxyethyl)-1H-benzo[d]Imidazole-6-carboxylic acid ethyl ester C(C)OC(=O)C=1C=CC2=C(N(C(=N2)CC2=C(C=C(C(=C2)F)C2=NC(=CC=C2)OCC2=C(C=C(C=C2)C#N)F)F)CCOC)C1